O1C(=CC=C1)C=1C=CC(=C(C1)NC1=NC=NC2=CC(=C(C=C12)OC1C[C@H]2CC[C@@H](C1)N2C(C=C)=O)OC)OC 1-((1R,3s,5S)-3-((4-((5-(furan-2-yl)-2-methoxyphenyl)amino)-7-methoxyquinazolin-6-yl)oxy)-8-azabicyclo[3.2.1]octan-8-yl)prop-2-en-1-one